CC1=C(C=NC(=C1)C(CC)=O)B(O)O (4-methyl-6-propionylpyridin-3-yl)boronic acid